racemic-tert-butyl (5-((2S,4S)-4-(((4-nitrophenoxy)carbonyl)oxy)tetrahydrofuran-2-yl)thiazol-2-yl)carbamate [N+](=O)([O-])C1=CC=C(OC(=O)O[C@H]2C[C@H](OC2)C2=CN=C(S2)NC(OC(C)(C)C)=O)C=C1 |r|